N2-(2-methyl-3H-benzimidazol-5-yl)-2,4-pyrimidinediamine CC=1NC2=C(N1)C=CC(=C2)NC2=NC=CC(=N2)N